3-[3-Methyl-2-oxo-5-({4-[(3R)-1-{[(1r,4r)-4-aminocyclohexyl]methyl}pyrrolidin-3-yl]piperazin-1-yl}methyl)-1,3-benzodiazol-1-yl]piperidine-2,6-dione trifluoroacetate FC(C(=O)O)(F)F.CN1C(N(C2=C1C=C(C=C2)CN2CCN(CC2)[C@H]2CN(CC2)CC2CCC(CC2)N)C2C(NC(CC2)=O)=O)=O